C1(CC1)S(=O)(=O)N[C@@H]1[C@@H](N(CC12CC2)C(=O)OC(C)(C)C)CC=2C(=C(C=CC2)C2=CC=CC=C2)F tert-butyl (6S,7S)-7-(cyclopropanesulfonamido)-6-((2-fluoro-[1,1'-biphenyl]-3-yl)methyl)-5-azaspiro[2.4]heptane-5-carboxylate